FC=1C=C(C=C(C1)F)C[C@@H](C1=NC2=CC(=CC=C2C(N1C=1C=CC=C2C(=NN(C12)C)N(S(=O)(=O)C)CC1=CC=C(C=C1)OC)=O)OC)NC(OC(C)(C)C)=O tert-butyl (S)-(2-(3,5-difluorophenyl)-1-(7-methoxy-3-(3-(N-(4-methoxybenzyl)methylsulfonamido)-1-methyl-1H-indazol-7-yl)-4-oxo-3,4-dihydroquinazolin-2-yl)ethyl)carbamate